10-(trimethylsilyl)benzo[h]quinoline C[Si](C1=CC=CC2=CC=C3C=CC=NC3=C21)(C)C